(E)-1-Hydroxy-4-[4-[(E)-3-oxo-3-(4-piperazin-1-ylphenyl)prop-1-enyl]phenyl]but-3-en-2-one OCC(\C=C\C1=CC=C(C=C1)\C=C\C(C1=CC=C(C=C1)N1CCNCC1)=O)=O